ClC1=CC=C2C(=CNC2=C1)S(=O)(=O)N(COC)C=1C(=NC(=C(C1)F)Cl)OC 6-chloro-N-(6-chloro-5-fluoro-2-methoxypyridin-3-yl)-N-(methoxymethyl)-1H-indole-3-sulfonamide